Guanosin [C@@H]1([C@H](O)[C@H](O)[C@@H](CO)O1)N1C=NC=2C(=O)NC(N)=NC12